3-ethyl-2-azabicyclo[2.2.1]Heptane trifluoroacetate FC(C(=O)O)(F)F.C(C)C1NC2CCC1C2